C(CC(O)(C(=O)[O-])CC(=O)[O-])(=O)OC(C)CCC sec-pentyl citrate